C1N(CC2=CC=CC=C12)CCC=1C=C2C(=CC(=NC2=CC1)N(CC(=O)O)C)C1=CC=CC=C1 2-({6-[2-(2,3-dihydro-1H-isoindol-2-yl)ethyl]-4-phenylquinolin-2-yl}(methyl)amino)acetic acid